(R)-4-(2-((1-(5-chloro-6-oxo-1,6-dihydropyridazin-4-yl)pyrrolidin-3-yl)oxy)pyridin-4-yl)-N-ethylbenzenesulfonamide ClC1=C(C=NNC1=O)N1C[C@@H](CC1)OC1=NC=CC(=C1)C1=CC=C(C=C1)S(=O)(=O)NCC